CC1(OB(OC1(C)C)C1=CCC2(OCCO2)CC1)C 4,4,5,5-tetramethyl-2-(1,4-dioxaspiro[4.5]dec-7-en-8-yl)-1,3,2-dioxaborolan